The molecule is dianion of propanoyl phosphate arising from deprotonation of both OH groups of the phosphate. It is a conjugate base of a propanoyl phosphate. CCC(=O)OP(=O)([O-])[O-]